C(C(=C)C)(=O)O.C(CCC)OC=CC butoxypropylene methacrylate